C1(CC1)CC=1N(C(=CC1C=1SC(=C(N1)C(=O)OCC)C)C1=CC(=CC=C1)C([2H])([2H])[2H])CC1=CC(=C(C=C1)S(N)(=O)=O)F ethyl 2-[2-(cyclopropylmethyl)-1-[(3-fluoro-4-sulfamoyl-phenyl) methyl]-5-[3-(trideuteriomethyl) phenyl] pyrrol-3-yl]-5-methyl-thiazole-4-carboxylate